trimethylolpropane tris[3-aziridinyl propionate] N1(CC1)CCC(=O)O.N1(CC1)CCC(=O)O.N1(CC1)CCC(=O)O.C(O)C(CC)(CO)CO